Methyl 3-chloro-6-(2-chloro-4-(trifluoromethyl) phenyl)-5-iodopicolinate ClC=1C(=NC(=C(C1)I)C1=C(C=C(C=C1)C(F)(F)F)Cl)C(=O)OC